BrCC=1C=CC(=NC1)C#C 5-(bromomethyl)-2-ethynyl-pyridine